C(C1=CC=CC=C1)OCCCCCCCCC(C(C(=O)O)O[Si](C1=CC=CC=C1)(C1=CC=CC=C1)C(C)(C)C)(C(=O)O)CCCCCCCCOCC1=CC=CC=C1.[Si](C1=CC=CC=C1)(C1=CC=CC=C1)(C(C)(C)C)OCC1(C(C1)(F)F)CO (1-(((tert-butyldiphenylsilyl)oxy)methyl)-2,2-difluorocyclopropyl)methanol Bis(8-(benzyloxy)octyl)2-((tert-butyldiphenylsilyl)oxy)succinate